methyl 2-[4-(benzyloxymethyl)cyclohexyl]-6-(tert-butoxycarbonylamino)-1,3-benzothiazole-5-carboxylate C(C1=CC=CC=C1)OCC1CCC(CC1)C=1SC2=C(N1)C=C(C(=C2)NC(=O)OC(C)(C)C)C(=O)OC